BrC=1C=CC2=C(NC(=N2)[C@H]2N(CCC3=C2N=CN3)C(=O)C=3C=NN2C3C=C(C=C2)Br)C1 (S)-(4-(6-bromo-1H-benzo[d]imidazol-2-yl)-6,7-dihydro-1H-imidazo[4,5-c]pyridin-5(4H)-yl)(5-bromopyrazolo[1,5-a]pyridin-3-yl)methanone